dodecene-8,9-dicarboxylic acid C=CCCCCCC(C(CCC)C(=O)O)C(=O)O